N-(5-((6-((R)-3-(4-chlorophenyl)isoxazolidine-2-yl)pyrimidine-4-yl)amino)-2-(4-(4-isopropylpiperazine-1-yl)piperidine-1-yl)-4-methoxyphenyl)acrylamide ClC1=CC=C(C=C1)[C@@H]1N(OCC1)C1=CC(=NC=N1)NC=1C(=CC(=C(C1)NC(C=C)=O)N1CCC(CC1)N1CCN(CC1)C(C)C)OC